CC1=C(C=2N(C=C1C1=C(C=3C(=CN=C(C3C)N3CCC(CC3)NCC3(COC3)C)N1)C(C)C)N=CN2)C 1-(2-(7,8-dimethyl-[1,2,4]triazolo[1,5-a]pyridin-6-yl)-3-isopropyl-4-methyl-1H-pyrrolo[2,3-c]pyridin-5-yl)-N-((3-methyloxetan-3-yl)methyl)piperidin-4-amine